C1(CCCC1)N1C=NC(=C1C1=NC(=NC=C1)NC(OCC1=CC=CC=C1)=O)C1=CC=C(C=C1)F Benzyl (4-(1-cyclopentyl-4-(4-fluorophenyl)-1H-imidazol-5-yl)pyrimidin-2-yl)carbamate